[Br-].C(CCC)C=1NC=C[N+]1C butyl-3-methylimidazolium bromide salt